N-methyl-3-([1,2,4]triazolo[1,5-a]pyrazin-2-yl)-4-[4-(trifluoromethyl)phenoxy]benzene-1-sulfonamide CNS(=O)(=O)C1=CC(=C(C=C1)OC1=CC=C(C=C1)C(F)(F)F)C1=NN2C(C=NC=C2)=N1